FC1=C(C=C(C=C1)NC(OCCC(F)(F)F)=O)N1N=C2N=CC(=CC2=C1)C(C)C 3,3,3-trifluoropropyl N-{4-fluoro-3-[5-(propan-2-yl)-2H-pyrazolo[3,4-b]pyridin-2-yl]phenyl}carbamate